1-((5-bromopyridin-2-yl)imino)tetrahydro-1H-1λ6-thiophene-1-oxide BrC=1C=CC(=NC1)N=S1(CCCC1)=O